2-cyanoethyl ethenesulfonate C(=C)S(=O)(=O)OCCC#N